[Na+].C(C1=CC=CC=C1)(=O)[NH-] benzamide sodium salt